ethyl 5-chloro-2,2-dimethylvalerate ClCCCC(C(=O)OCC)(C)C